(R)-3-((7-bromo-2,6-dichloro-8-fluoroquinazolin-4-yl)(methyl)amino)pyrrolidine-1-carboxylic acid tert-butyl ester C(C)(C)(C)OC(=O)N1C[C@@H](CC1)N(C)C1=NC(=NC2=C(C(=C(C=C12)Cl)Br)F)Cl